N-(3,3-diphenylpropyl)carbamylmethylglycine tert-butyl-(1S*,2S*,3R*,5R*)-(±)-3-amino-2-hydroxy-8-azabicyclo[3.2.1]octane-8-carboxylate C(C)(C)(C)[C@]12[C@H]([C@@H](C[C@@H](CC1)N2C(=O)O)N)O.C2(=CC=CC=C2)C(CCNC(=O)CNCC(=O)O)C2=CC=CC=C2 |r|